tert-butyl 4-((6-(2,8-dimethylimidazo[1,2-b]pyridazin-6-yl)-4-oxo-3,4-dihydroquinazolin-2-yl)amino)piperidine-1-carboxylate CC=1N=C2N(N=C(C=C2C)C=2C=C3C(NC(=NC3=CC2)NC2CCN(CC2)C(=O)OC(C)(C)C)=O)C1